2-(((benzyloxy)carbonyl)amino)-3-((1-(hydroxymethyl)cyclohexyl)methoxy)butanoate C(C1=CC=CC=C1)OC(=O)NC(C(=O)[O-])C(C)OCC1(CCCCC1)CO